CC1=NN(C=C1N1C[C@H]2CC[C@@H](C1)N2C(=O)OC(C)(C)C)C2=CC=C(C=C2)OC(F)(F)F tert-butyl (1R,5S)-3-[3-methyl-1-[4-(trifluoromethoxy) phenyl]pyrazol-4-yl]-3,8-diazabicyclo[3.2.1]octane-8-carboxylate